N-((1r,4r)-4-((3-(1H-indol-6-yl)-2-oxo-2,3-dihydro-1H-benzo[d]imidazol-1-yl)methyl)cyclohexyl)-5-chloro-2-methylnicotinamide N1C=CC2=CC=C(C=C12)N1C(N(C2=C1C=CC=C2)CC2CCC(CC2)NC(C2=C(N=CC(=C2)Cl)C)=O)=O